N-[(3,4-dihydroxy-5-nitrophenyl)carbonyl]-L-alanine methyl ester COC([C@@H](NC(=O)C1=CC(=C(C(=C1)[N+](=O)[O-])O)O)C)=O